C(C)(C)(C)OC(=O)N1[C@H](CC[C@@H](C1)NC(COC1=CC(=C(C=C1)Cl)F)=O)C(NC1CC(CC1)OC(F)(F)F)=O (2R,5S)-5-[2-(4-chloro-3-fluorophenoxy)acetamido]-2-{[3-(trifluoromethoxy)cyclopentyl]carbamoyl}piperidine-1-carboxylic acid tert-butyl ester